N-((2-(2-((cis)-2,6-dimethylmorpholino)-1-methyl-6-oxo-1,6-dihydropyrimidin-4-yl)-1,6-naphthyridin-7-yl)methyl)-6-methyl-5-(methylsulfonyl)nicotinamide C[C@@H]1O[C@@H](CN(C1)C=1N(C(C=C(N1)C1=NC2=CC(=NC=C2C=C1)CNC(C1=CN=C(C(=C1)S(=O)(=O)C)C)=O)=O)C)C